(6,6-Dimethoxyspiro[3.3]heptane-2,2-diyl)dimethanol COC1(CC2(CC(C2)(CO)CO)C1)OC